tert-butyl (1R,5S,6S)-6-({[4-(trifluoromethyl)pyridin-3-yl]oxy}methyl)-3-azabicyclo[3.1.0]hexane-3-carboxylate FC(C1=C(C=NC=C1)OCC1[C@H]2CN(C[C@@H]12)C(=O)OC(C)(C)C)(F)F